OCCOC1=CC=C(C=C1)C(CC)=O 1-[4-(2-hydroxyethoxy)-phenyl]propane-1-one